(3'-dimethylaminopropyl)-carbodiimide CN(CCCN=C=N)C